2-(5-{[3-(5-{[(1-{2-[bis(2-methoxyethyl)amino]acetyl}piperidin-4-yl)amino]methyl}-1-(2,2,2-trifluoroethyl)-1H-indol-2-yl)prop-2-yn-1-yl]amino}pyridin-2-yl)-2-methylpropanenitrile COCCN(CC(=O)N1CCC(CC1)NCC=1C=C2C=C(N(C2=CC1)CC(F)(F)F)C#CCNC=1C=CC(=NC1)C(C#N)(C)C)CCOC